3-(((8-fluoro-2-((hexahydro-1H-pyrrolizin-7a-yl)methoxy)-7-(8-(hydroxymethyl)naphthalen-1-yl)pyrido[4,3-d]pyrimidin-4-yl)amino)methyl)thietane-1,1-dioxide FC1=C(N=CC2=C1N=C(N=C2NCC2CS(C2)(=O)=O)OCC21CCCN1CCC2)C2=CC=CC1=CC=CC(=C21)CO